bipyridyl terbium [Tb].N1=C(C=CC=C1)C1=NC=CC=C1